1-butyl-3-methylimidazole alanine salt N[C@@H](C)C(=O)O.C(CCC)N1CN(C=C1)C